OP(O)(=O)OP(=O)(O)O.CCC(C1=C(C(=C(O)C(=C1C)C)C1=CC=CC=C1)C)(C)C1=CC=C(C=C1)O tetramethylphenyl-bisphenol A diphosphate